C1(=CCC1)S(=O)(=O)Cl cyclobutenesulfonyl chloride